Kalium octanoate C(CCCCCCC)(=O)[O-].[K+]